2-(4-Ethyl-[1,4]diazepan-1-yl)-1,7,11b-triaza-benzo[c]fluorene-6-carboxylic acid methylamide CNC(=O)C1=CC2=C(N3C=4C=CC=CC4N=C13)N=C(C=C2)N2CCN(CCC2)CC